N-(4-(trifluoromethyl)bicyclo[2.2.2]octan-1-yl)-5-((trifluoromethyl)thio)benzamide FC(C12CCC(CC1)(CC2)NC(C2=CC=CC(=C2)SC(F)(F)F)=O)(F)F